COC1=C(C(=O)C=2NC(=CC2C2=C(C=CC=C2)C)C2=CC=CC=C2)C=CC=C1 2-(2-methoxybenzoyl)-3-(o-tolyl)-5-phenylpyrrole